NC1CN(CC1CO)C(=O)[O-] 3-amino-4-(hydroxymethyl)pyrrolidine-1-carboxylate